4-(4-formylthiazol-2-yl)piperidine-1-carboxylic acid tert-butyl ester C(C)(C)(C)OC(=O)N1CCC(CC1)C=1SC=C(N1)C=O